O=C1OC2=C(N1)C=CC=C2 2-oxo-2,3-dihydro-1,3-benzoxazole